2-(3-(1-((1S,2S,3S,5R)-2-fluoro-9-azabicyclo[3.3.1]nonan-3-yl)vinyl)-1,2,4-triazin-6-yl)-5-(1H-imidazol-1-yl)phenol F[C@@H]1[C@@H]2CCC[C@H](C[C@H]1C(=C)C=1N=NC(=CN1)C1=C(C=C(C=C1)N1C=NC=C1)O)N2